[4-Fluoro-3-(7-morpholin-4-yl-quinazolin-4-yl)phenyl]-(6-methylpyridazin-3-yl)methanol FC1=C(C=C(C=C1)C(O)C=1N=NC(=CC1)C)C1=NC=NC2=CC(=CC=C12)N1CCOCC1